(1R,2S,5S)-6,6-dimethyl-N-((S)-3-oxo-1-((S)-2-oxopyrrolidin-3-yl)-4-(trifluoromethoxy)butan-2-yl)-3-(5-(trifluoromethyl)isoxazole-3-carbonyl)-3-azabicyclo[3.1.0]hexane-2-carboxamide CC1([C@H]2CN([C@@H]([C@@H]12)C(=O)N[C@@H](C[C@H]1C(NCC1)=O)C(COC(F)(F)F)=O)C(=O)C1=NOC(=C1)C(F)(F)F)C